C(C)(C)(C)NC(CC[C@@H](C(=O)NC1(CC1)C1=NC2=C(N1)C=CC=C2F)NS(=O)(=O)C2=CC=C(C=C2)C)=O (S)-N5-(tert-Butyl)-N1-(1-(4-fluoro-1H-benzo[d]imidazol-2-yl)cyclopropyl)-2-((4-methylphenyl)sulfonamido)pentanediamide